FC1(CC(C1)C1=CC(=NN1)NC1=NC(=CN=C1)OC1CCN(CC1)C)F N-(5-(3,3-difluorocyclobutyl)-1H-pyrazol-3-yl)-6-((1-methylpiperidin-4-yl)oxy)pyrazin-2-amine